[Gd].ClC=1N=C(C2=C(N1)C=CS2)N2[C@@H](CCC2)C(=O)N (S)-1-(2-chlorothieno[3,2-d]pyrimidin-4-yl)pyrrolidine-2-carboxamide Gadolinium